C(C)N[C@@H](CC1=CC(=CC=C1)C(F)(F)F)C |r| (R/S)-N-ethyl-1-[3-(trifluoromethyl)phenyl]propan-2-amine